ClC1=CC=C(OCC(=O)N2CCN(CC2)CC2=NC3=CC=CC=C3C(N2C2=C(C=CC(=C2)C(CN2C(=NC=C2)C)=O)OC(C)C)=O)C=C1 2-((4-(2-(4-chlorophenoxy)acetyl)piperazin-1-yl)methyl)-3-(2-isopropoxy-5-(2-(2-methyl-1H-imidazol-1-yl)acetyl)phenyl)quinazolin-4(3H)-one